2-{6-[(3R)-3-(cyclobutylamino)-3-methylpyrrolidin-1-yl]pyridazin-3-yl}-5-(2-methyl-1,3-thiazol-5-yl)phenol C1(CCC1)N[C@]1(CN(CC1)C1=CC=C(N=N1)C1=C(C=C(C=C1)C1=CN=C(S1)C)O)C